2-hydroxy-1,3-bisacryloxypropane OC(COC(C=C)=O)COC(C=C)=O